2-(7-methoxy-1H-imidazo[4,5-b]pyridin-2-yl)acetonitrile COC1=C2C(=NC=C1)N=C(N2)CC#N